ClC1=CC(=CC(=N1)N1[C@@H](COCC1)C)C1=C(C=NN1C)C (R)-4-(6-chloro-4-(1,4-dimethyl-1H-pyrazol-5-yl)pyridin-2-yl)-3-methylmorpholine